N1,N1-dimethyl-N4-(3-methyl-2-(methylamino)phenyl)benzene-1,4-disulfonamide CN(S(=O)(=O)C1=CC=C(C=C1)S(=O)(=O)NC1=C(C(=CC=C1)C)NC)C